[Li]C1=CC=CC=2CC3=CC=CC(=C3OC12)[Li] 4,5-dilithioxanthene